FC(OC=1C=C(C=C(C1)[N+](=O)[O-])CN1C2COC(C1)C2)F 5-(3-(difluoromethoxy)-5-nitrophenylmethyl)-2-oxa-5-azabicyclo[2.2.1]heptane